[N+](=O)([O-])C1=C(C=CC=C1)[Li] o-nitrophenyl-lithium